1-(3,5-dichlorophenyl)isoquinolin-5-amine ClC=1C=C(C=C(C1)Cl)C1=NC=CC=2C(=CC=CC12)N